C(C)(C)(C)OC(=O)N1C[C@@H]2[C@H](C1)CC(C2)OCC2=C(C(=CC=C2)OCC(C)(C)O)Cl.C2(=C(C(=C(C(=C2[2H])[2H])[2H])[2H])[2H])C=2C(=C(C=CC2)C2=CC=CC=C2)C=2C(=C1C(=CC2)N=C2C=CC3=C4C=CC=CC4=NC3=C21)C2=C(C=CC=C2)C2=CC=CC=C2 [(phenyl-d5)biphenylyl](biphenylyl)indolocarbazole t-butyl-(3aR,5s,6aS)-5-((2-chloro-3-(2-hydroxy-2-methylpropoxy)benzyl)oxy)hexahydrocyclopenta[c]pyrrole-2(1H)-carboxylate